6-Amino-2-((S)-5-amino-5,7-dihydrospiro[cyclopenta[C]pyridin-6,4'-piperidin]-1'-yl)-5-(2,3-dichlorophenyl)pyrimidine-4-carbonitrile NC1=C(C(=NC(=N1)N1CCC2(CC1)[C@@H](C1=C(C=NC=C1)C2)N)C#N)C2=C(C(=CC=C2)Cl)Cl